6-chloro-4-[4-(4-chloro-2-hydroxy-N-methyl-anilino)-1-piperidyl]-1-methyl-2-oxo-1,5-naphthyridine-3-carbonitrile ClC=1N=C2C(=C(C(N(C2=CC1)C)=O)C#N)N1CCC(CC1)N(C1=C(C=C(C=C1)Cl)O)C